4-[(4-Chlorophenoxy)methyl]-N-[4-[4-[[2-(4-chlorophenyl)-4,4-dimethylcyclohexen-1-yl]methyl]piperazin-1-yl]-2-(1H-pyrrolo[2,3-b]pyridin-5-yloxy)phenyl]sulfonyl-3-fluorobenzamide ClC1=CC=C(OCC2=C(C=C(C(=O)NS(=O)(=O)C3=C(C=C(C=C3)N3CCN(CC3)CC3=C(CC(CC3)(C)C)C3=CC=C(C=C3)Cl)OC=3C=C4C(=NC3)NC=C4)C=C2)F)C=C1